5-(1-[(7-Ethyl-6-oxo-5,6-dihydro-1,5-naphthyridin-3-yl)methyl]piperidin-4-yl)-N-methylpyridine-2-carboxamide C(C)C=1C(NC=2C=C(C=NC2C1)CN1CCC(CC1)C=1C=CC(=NC1)C(=O)NC)=O